phenyl-4-methyl-pyridine C1(=CC=CC=C1)C1=NC=CC(=C1)C